2'-chloro-4-hydroxy-6-(methoxymethyl)-5'-methyl-[1,4'-bipyridine]-2-one ClC1=NC=C(C(=C1)N1C(C=C(C=C1COC)O)=O)C